C(C)N(C(=O)C1=C(C=CC(=C1)F)C=1C=2N(C=C(C1)C1(CN(C1)C(=O)OC(C)(C)C)O)C=NC2)C(C)C tert-Butyl 3-(8-{2-[ethyl(isopropyl)carbamoyl]-4-fluorophenyl}imidazo[1,5-a]pyridin-6-yl)-3-hydroxyazetidine-1-carboxylate